OC1=NC(=C2NC=NC2=N1)NCC1=C(C(=CC=C1)OC)OC 2-hydroxy-6-(2,3-dimethoxybenzylamino)purine